2-amino-1-(3-cyclopropylmethoxy-4-methoxyphenyl)ethanol NCC(O)C1=CC(=C(C=C1)OC)OCC1CC1